C(C)OC(C(OC1=CC=C(C2=C1N=C(O2)N2CC1N(C(C2)C1)C(=O)OC(C)(C)C)C=1SC=CN1)(F)F)=O tert-Butyl 3-(4-(2-ethoxy-1,1-difluoro-2-oxoethoxy)-7-(thiazol-2-yl)benzo[d]oxazol-2-yl)-3,6-diazabicyclo[3.1.1]heptane-6-carboxylate